CN(CCN1CCN(CC1)C1=NC2=CC=C(C=C2C(=N1)NCC=1OC=CC1)C=1C(=NOC1C)C)C 2-(4-(2-(dimethylamino)ethyl)piperazin-1-yl)-6-(3,5-dimethylisoxazol-4-yl)-N-(furan-2-ylmethyl)quinazolin-4-amine